1,6-dioxaspiro[4.5]decan-10-yl 3-fluoropicolinate FC=1C(=NC=CC1)C(=O)OC1CCCOC12CCCO2